5-(2-chloro-4-fluoro-5-methoxy-phenyl)-3-[(4-nitrophenoxy)carbonylamino]thiophene-2-carboxylic acid methyl ester COC(=O)C=1SC(=CC1NC(=O)OC1=CC=C(C=C1)[N+](=O)[O-])C1=C(C=C(C(=C1)OC)F)Cl